ethyl (S)-2-((tert-butoxycarbonyl)amino)-3-(4-oxocyclohexyl)propanoate C(C)(C)(C)OC(=O)N[C@H](C(=O)OCC)CC1CCC(CC1)=O